N1=C2N(N=C1)CC=C2 5H-pyrrolo[1,2-b][1,2,4]triazole